tert-butyl (3S)-4-(3-bromo-6-cyano-5-nitropyridin-2-yl)-3-(hydroxymethyl)piperazine-1-carboxylate BrC=1C(=NC(=C(C1)[N+](=O)[O-])C#N)N1[C@@H](CN(CC1)C(=O)OC(C)(C)C)CO